(1S,2S)-N-[2-(4-cyclopropyloxy-6-methoxypyrimidin-5-yl)-1-methylpyrrolo[2,3-c]pyridin-5-yl]-2-fluorocyclopropane-1-carboxamide C1(CC1)OC1=NC=NC(=C1C1=CC=2C(=CN=C(C2)NC(=O)[C@H]2[C@H](C2)F)N1C)OC